C(CC)S(=O)(=O)O n-propanesulphonic acid